C(CCCCCCCCCCCCCCCCC)(=O)[O-].C(CCCCCCCCCCCCCCCCC)(=O)[O-].C(CCCCCCCCCCCCCCCCC)(=O)[O-].[Ce+3] cerium tristearate